1-[2-(oleoyloxy)ethyl]-2-oleyl-3-(2-hydroxyethyl)imidazolinium C(CCCCCCC\C=C/CCCCCCCC)(=O)OCC[NH+]1C(N(CC1)CCO)CCCCCCCC\C=C/CCCCCCCC